N-(1-(3-chloro-4-(2,6-dioxopiperidin-3-yl)phenyl)azetidin-3-yl)-2-(4-chlorophenyl)acetamide ClC=1C=C(C=CC1C1C(NC(CC1)=O)=O)N1CC(C1)NC(CC1=CC=C(C=C1)Cl)=O